Cl.NC1=CC=C(C(=N1)C)CNC(=O)[C@H]1NCC1 (S)-N-((6-amino-2-methylpyridin-3-yl)methyl)azetidine-2-carboxamide hydrochloride